2-fluoro-5-(4,4,5,5-tetramethyl-1,3,2-dioxaborolan-2-yl)phenylamine FC1=C(C=C(C=C1)B1OC(C(O1)(C)C)(C)C)N